2-chloro-N1-(4-chloro-3-(pyridin-2-yl)phenyl)-N-((1S,2R)-2-hydroxy-2,3-dihydro-1H-inden-1-yl)terephthalamide ClC1=C(C(=O)N([C@@H]2[C@@H](CC3=CC=CC=C23)O)C2=CC(=C(C=C2)Cl)C2=NC=CC=C2)C=CC(=C1)C(=O)N